4H,5H,6H-cyclopenta[b]thiophene-3-carboxylic acid S1C2=C(C(=C1)C(=O)O)CCC2